ClC1=CC=C(C=C1)/C=C/C(=O)C1=CC=C(C=C1)OCC(CN1N=CN=C1)(O)C1=C(C=C(C=C1)F)F (E)-3-(4-Chlorophenyl)-1-[4-[2-(2,4-difluorophenyl)-2-hydroxy-3-(1,2,4-triazol-1-yl)propoxy]phenyl]prop-2-en-1-one